C(CCCCCCC\C=C/C\C=C/CCCCC)(=O)OCC(COC(CCCCCCCCCCCCCCC)=O)OC(N(C1CN(C1)C)C)=O 2-((methyl(1-methylazetidin-3-yl)carbamoyl)oxy)-3-(palmitoyloxy)propyl (9Z,12Z)-octadeca-9,12-dienoate